N-(3-chloro-2-fluorophenyl)-6-nitro-7-(((1S,5R)-3-(oxetan-3-yl)-3-azabicyclo[3.1.0]hexane-1-yl)ethynyl)quinazolin-4-amine ClC=1C(=C(C=CC1)NC1=NC=NC2=CC(=C(C=C12)[N+](=O)[O-])C#C[C@]12CN(C[C@@H]2C1)C1COC1)F